1-cyclopentyl-N-(5-(piperazin-1-yl)pyridin-2-yl)-4,5-dihydro-1H-pyrazolo[4,3-H]quinazolin-8-amine C1(CCCC1)N1N=CC=2CCC=3C=NC(=NC3C21)NC2=NC=C(C=C2)N2CCNCC2